2-(9-fluorenyl)ethanol C1=CC=CC=2C3=CC=CC=C3C(C12)CCO